BrC=1C=C2C3(CNC(C2=CC1)=O)CC(C3)(F)F 6'-bromo-3,3-difluoro-2',3'-dihydro-1'H-spiro[cyclobutane-1,4'-isoquinolin]-1'-one